(S)-N-((R or S)-(3-chloro-4-fluorophenyl)(5-chloro-6-(trifluoromethyl)-pyridin-2-yl)methyl)-5-oxopyrrolidine-3-carboxamide ClC=1C=C(C=CC1F)[C@@H](NC(=O)[C@@H]1CNC(C1)=O)C1=NC(=C(C=C1)Cl)C(F)(F)F |o1:8|